C(C)(CC)OC=1C=C(OCC2=NC3=CC=CC=C3C=C2)C=CC1 2-((3-(sec-butoxy)phenoxy)methyl)quinoline